N-methyl-6,7-dihydro-5H-thieno[3,2-b]pyran-6-amine hydrochloride salt Cl.CNC1CC2=C(OC1)C=CS2